anilinoisophorone N(C1=CC=CC=C1)C=1C(=O)CC(CC1C)(C)C